(5-(4-(benzo[d]thiazol-5-ylamino)quinolin-6-yl)pyridin-2-yl)(4-methylpiperazin-1-yl)methanone S1C=NC2=C1C=CC(=C2)NC2=CC=NC1=CC=C(C=C21)C=2C=CC(=NC2)C(=O)N2CCN(CC2)C